C(CC)C(COC(C=1C=C(C(=O)OCCC(C)C)C=CC1)=O)CCCCC isophthalic acid (isopentyl) (2-propylheptyl) ester